2-(2-Bromo-4-nitrophenyl)-5-cyclopropyl-1,3,4-oxadiazole BrC1=C(C=CC(=C1)[N+](=O)[O-])C=1OC(=NN1)C1CC1